ClC=1C(=NC(=NC1)N1N=CC=C1)NC1=CC2=C(N(C(N2CCC(C)(C)O)=O)C)C=C1 5-((5-chloro-2-(1H-pyrazol-1-yl)pyrimidin-4-yl)amino)-3-(3-hydroxy-3-methylbutyl)-1-methyl-1,3-dihydro-2H-benzo[d]imidazol-2-one